phenylbenzothiazole C1(=CC=CC=C1)C=1SC2=C(N1)C=CC=C2